[Gd].C(=O)(O)CN(C(CN1CCN(CCN(CCN(CC1)CC(=O)O)CC(=O)O)CC(=O)O)=O)C(C)C 2,2',2''-(10-{2-[(carboxymethyl)(isopropyl)amino]-2-oxoethyl}-1,4,7,10-tetraazacyclododecane-1,4,7-triyl)triacetic acid gadolinium